N=1NN=NC1C1CCNCC1 4-(2H-tetrazol-5-yl)piperidine